3-[2-Hydroxy-4-(trifluoromethoxy)phenyl]-4-methyl-6-[[(3R)-1-methyl-3-piperidyl]amino]-1,2,4-triazin-5-on OC1=C(C=CC(=C1)OC(F)(F)F)C1=NN=C(C(N1C)=O)N[C@H]1CN(CCC1)C